Racemic-1-(3-(aminomethyl)phenyl)-N-(3-(3-cyclopropyl-1-hydroxy-1-(pyridin-3-yl)propyl)phenyl)-3-(trifluoromethyl)-1H-pyrazole-5-carboxamide NCC=1C=C(C=CC1)N1N=C(C=C1C(=O)NC1=CC(=CC=C1)[C@](CCC1CC1)(C=1C=NC=CC1)O)C(F)(F)F |r|